2-cyclohexyl-1-(5-(4-(trifluoromethyl)phenoxy)-3,4-dihydroisoquinolin-2(1H)-yl)ethan-1-one C1(CCCCC1)CC(=O)N1CC2=CC=CC(=C2CC1)OC1=CC=C(C=C1)C(F)(F)F